[C@H]12C(C[C@H](CC1)C2)NCC2=CC(=NC=C2)NC=2SC1=NC(=CC=C1N2)C=2C=NNC2C N-(4-(((1S,4R)-bicyclo[2.2.1]heptan-2-ylamino)methyl)pyridin-2-yl)-5-(5-methyl-1H-pyrazol-4-yl)thiazolo[5,4-b]pyridin-2-amine